5-(chloromethyl)thiophene-2-carbonitrile ClCC1=CC=C(S1)C#N